1-Tert-butyl (3S,4R)-4-[3-[3-(2,4-dioxohexahydropyrimidin-1-yl)imidazo[1,2-a]pyridin-7-yl]prop-2-ynoxy]-3-fluoro-piperidine-1-carboxylate O=C1N(CCC(N1)=O)C1=CN=C2N1C=CC(=C2)C#CCO[C@H]2[C@H](CN(CC2)C(=O)OC(C)(C)C)F